Tetraallyltin C(C=C)[Sn](CC=C)(CC=C)CC=C